C(C)[Bi](CC)(CC)(CC)N (tetraethyl-λ5-bismuthanyl)amine